C12OCC(CC1)(CC2)CO[C@H](C)C2[N@@](C2)C(=O)OCC2=CC=C(C=C2)[N+](=O)[O-] 4-Nitrobenzyl (R)-2-((R)-1-((2-oxabicyclo[2.2.2]octan-4-yl)methoxy)ethyl)aziridine-1-carboxylate